methyl-(R)-5-(6-bromo-1-(2-(2-methoxyphenyl)-2-((tetrahydro-2H-pyran-4-yl)oxy)ethyl)-5-methyl-2,4-dioxo-1,4-dihydrothieno[2,3-d]pyrimidin-3(2H)-yl)nicotinic acid methyl ester COC(C1=C(N=CC(=C1)N1C(N(C2=C(C1=O)C(=C(S2)Br)C)C[C@H](OC2CCOCC2)C2=C(C=CC=C2)OC)=O)C)=O